methyl (Z)-2-((tert-butoxycarbonyl)amino)-3-(1-methyl-1H-pyrazol-3-yl)acrylate C(C)(C)(C)OC(=O)N\C(\C(=O)OC)=C/C1=NN(C=C1)C